[C@@H]12N(C[C@@H](NC1)C2)C2C=1C(NCC2)=C(N(N1)C1=CC=C(C=C1)OC1=CC=CC=C1)C(=O)N 7-[(1S,4S)-2,5-diazabicyclo[2.2.1]heptan-2-yl]-2-(4-phenoxyphenyl)-4,5,6,7-tetrahydro-2H-pyrazolo[4,3-b]pyridine-3-carboxamide